1-propenyl-tris(ethoxy)tin C(=CC)[Sn](OCC)(OCC)OCC